C(C=C)(=O)OCCC[SiH2]C(O[Si](C)(C)C)O[Si](C)(C)C acryloxypropylbis(trimethylsiloxy)methylsilane